[N-](S(=O)(=O)C(F)(F)F)S(=O)(=O)C(F)(F)F.CN1C=[N+](C=C1)C 1,3-dimethylimidazolium bis(trifluoromethanesulfonyl)imide salt